S1(=O)(=O)OCCOS1(=O)=O 4-ethylene dithionate